FC1([C@H](C1)C(=O)NC=1N=CC2=CC(=NC=C2C1)C=1C=NC(=CC1C)C(CC)O)F (1R)-2,2-difluoro-N-(7-(6-(1-hydroxypropyl)-4-methylpyridin-3-yl)-2,6-naphthyridin-3-yl)cyclopropane-1-carboxamide